FC1=C(C(=O)N[C@@H](C(=O)N2CCC3(CC2)C(CNC(C3)=O)C3=CC(=CC=C3)F)C(C)C)C=C(C=C1)C(F)(F)F 2-fluoro-N-((2R)-1-(7-(3-fluorophenyl)-10-oxo-3,9-diazaspiro[5.5]undecan-3-yl)-3-methyl-1-oxobutan-2-yl)-5-(trifluoromethyl)benzamide